n-butyl isooctyl phosphate octadecyl-amine salt C(CCCCCCCCCCCCCCCCC)N.P(=O)(OCCCC)(OCCCCCC(C)C)O